4-(2-hydroxyethyl)-7-methyl-N,N-dimethyltryptamine OCCC=1C=CC(=C2NC=C(CCN(C)C)C12)C